2-(bis(3-chloro-4-fluorophenyl)methyl)-N-methyl-N-(2-(methylamino)ethyl)-1H-imidazole-5-sulfonamide ClC=1C=C(C=CC1F)C(C=1NC(=CN1)S(=O)(=O)N(CCNC)C)C1=CC(=C(C=C1)F)Cl